methyl 2-(2-(3,5-difluoro-4-hydroxyphenyl)-3,4-dihydro-2H-pyrrol-5-yl)hydrazine-1-carboxylate FC=1C=C(C=C(C1O)F)C1N=C(CC1)NNC(=O)OC